CC1(N(CC2=C1NN=C2NC2=NC(=NC=C2F)NCC)C(=O)N2[C@H](CN([C@@H](C2)C)C)C)C N4-(6,6-dimethyl-5-{[(2S,5R)-2,4,5-trimethylpiperazin-1-yl]carbonyl}-1,4,5,6-tetrahydropyrrolo[3,4-c]pyrazol-3-yl)-N2-ethyl-5-fluoropyrimidine-2,4-diamine